1,8-naphthyridine-2,7-dicarbohydrazide N1=C(C=CC2=CC=C(N=C12)C(=O)NN)C(=O)NN